C(C)NC(=O)N1CCCCC1 piperidinecarboxylic acid ethylamide